COC=1C=C(C=C2C(=NC=NC12)NCC=1N=NC(=CC1)C)C=1C=NC(=CC1)C 8-Methoxy-N-((6-methylpyridazin-3-yl)methyl)-6-(6-methylpyridin-3-yl)quinazolin-4-amine